C(C(C)=C)C=1C(=C(C=C(C1)C)N1N=C2C(=N1)C=CC=C2)O 2-(3'-methallyl-2'-hydroxy-5'-methylphenyl)-2H-benzotriazole